tert-Butyl 3-(5-chloro-7-(thiazol-2-yl)-4-(trifluoromethyl)benzo[d]oxazol-2-yl)-3,8-diazabicyclo[3.2.1]octane-8-carboxylate ClC=1C=C(C2=C(N=C(O2)N2CC3CCC(C2)N3C(=O)OC(C)(C)C)C1C(F)(F)F)C=1SC=CN1